((2-(((5S,8S,10aR)-3-acetyl-8-(cinnolin-6-yl(methyl)carbamoyl)-6-oxodecahydro-pyrrolo[1,2-a][1,5]diazocin-5-yl)carbamoyl)quinolin-7-yl)difluorometh-yl)phosphonic acid C(C)(=O)N1CC[C@@H]2N(C([C@H](C1)NC(=O)C1=NC3=CC(=CC=C3C=C1)C(F)(F)P(O)(O)=O)=O)[C@@H](CC2)C(N(C)C=2C=C1C=CN=NC1=CC2)=O